N2,N6-bis(t-butoxycarbonyl)-L-lysine 2,5-dioxopyrrolidin-1-yl ester O=C1N(C(CC1)=O)OC([C@@H](NC(=O)OC(C)(C)C)CCCCNC(=O)OC(C)(C)C)=O